C12(CCC(CC1)C2)C=2C=C(C=CC2)B(O)O (3-(bicyclo[2.2.1]heptan-1-yl)phenyl)boronic acid